CNC(CCCCCCC\C=C/CCCCCCCC)=O N-methyloleamide